NC1=NC=CC=C1C1=NC=2C(=NC(=CC2)C2=CC=CC=C2)N1C=1C=C2CC[C@@H](C2=CC1)NC(C1=C(C=C(C(=C1)C=O)O)OC)=O N-[(1S)-5-[2-(2-aminopyridin-3-yl)-5-phenylimidazo[4,5-b]pyridin-3-yl]-2,3-dihydro-1H-inden-1-yl]-5-formyl-4-hydroxy-2-methoxybenzamide